2'-((6-((Thiophen-2-ylmethyl)amino)pyrimidin-4-yl)amino)spiro[cyclohexane-1,4'-thieno[2,3-c]pyrrol]-6'(5'H)-one S1C(=CC=C1)CNC1=CC(=NC=N1)NC1=CC2=C(C(NC23CCCCC3)=O)S1